tert-butyl (8-((2-(2,6-dioxopiperidin-3-yl)-1,3-dioxoisoindolin-4-yl)amino)-8-oxooctyl)carbamate O=C1NC(CCC1N1C(C2=CC=CC(=C2C1=O)NC(CCCCCCCNC(OC(C)(C)C)=O)=O)=O)=O